OCC1(CC1)S(=O)(=O)C=1C=C(OCC(C)O)C=CC1 3-(3-(1-(hydroxymethyl)cyclopropylsulfonyl)phenoxy)propan-2-ol